Methyl-3,6-dioxa-1-nonen CC=COCCOCCC